(1-(1-(6,7-dimethoxyquinolin-4-yl)piperidin-4-yl)cyclopropyl)methanol chloromethyl-2-methyl-4-(4-methylpiperazin-1-yl)-5H-benzo[b]thieno[2,3-e][1,4]diazepine-5-carboxylate ClCC1=C(SC2=NC3=C(N(C(=C21)N2CCN(CC2)C)C(=O)OCC2(CC2)C2CCN(CC2)C2=CC=NC1=CC(=C(C=C21)OC)OC)C=CC=C3)C